decahydronaphthalenediethanol C1(C(CCC2CCCCC12)CCO)CCO